C(#C)C1=CC(=C(C=N1)C1=NN2C(COCC2)=C1C1=CC(=C(C=C1)OC1=NC=CC(=N1)C)F)C 2-(6-ethynyl-4-methylpyridin-3-yl)-3-(3-fluoro-4-((4-methylpyrimidin-2-yl)oxy)phenyl)-6,7-dihydro-4H-pyrazolo[5,1-c][1,4]oxazine